1-((4-acetylphenyl)sulfonyl)-N-hydroxypyrrolidine-2-carboxamide C(C)(=O)C1=CC=C(C=C1)S(=O)(=O)N1C(CCC1)C(=O)NO